6-chloro-N-(5-chloro-1-cyclopropyl-1H-pyrazol-4-yl)-7-[4-fluoro-1-(oxetan-3-yl)piperidin-4-yl]quinazolin-2-amine ClC=1C=C2C=NC(=NC2=CC1C1(CCN(CC1)C1COC1)F)NC=1C=NN(C1Cl)C1CC1